N-(isopropylsulfonyl)-3-((2,6-dimethylbenzyl)oxy)-4-methylbenzamide C(C)(C)S(=O)(=O)NC(C1=CC(=C(C=C1)C)OCC1=C(C=CC=C1C)C)=O